(5-((S)-3-(tert-butoxy)-2-((R)-1-(tert-butoxycarbonyl)pyrrolidin-3-yl)-3-oxopropyl)pyridin-3-yl)boronic acid C(C)(C)(C)OC([C@@H](CC=1C=C(C=NC1)B(O)O)[C@@H]1CN(CC1)C(=O)OC(C)(C)C)=O